3-chloro-5-(4-prop-2-enoylmorpholin-3-yl)benzonitrile ClC=1C=C(C#N)C=C(C1)C1N(CCOC1)C(C=C)=O